BrC=1C(=NC(=NC1)NC1=CC=C(C=C1)N1CCN(CC1)C)C(=O)NC1=C(C=CC=C1OC)Cl 5-bromo-N-(2-chloro-6-methoxyphenyl)-2-((4-(4-methylpiperazin-1-yl)phenyl)amino)pyrimidine-4-carboxamide